C1(=CC=CC=C1)C#CC1=CC=C[Te]1 5-(phenylethynyl)tellurophene